2,2'-[ethane-1,2-diylbis(oxy)]diethanol C(COCCO)OCCO